N-((1S)-1-(4,4-difluorocyclohexyl)-2-((4-(2-methoxy-1-(4,4,4-trifluoro-butanamido)ethyl)pyridin-2-yl)amino)-2-oxoethyl)-1-isopropyl-1H-pyrazole-5-carboxamide FC1(CCC(CC1)[C@@H](C(=O)NC1=NC=CC(=C1)C(COC)NC(CCC(F)(F)F)=O)NC(=O)C1=CC=NN1C(C)C)F